NCCCC(=O)N[C@H](C(=O)N1[C@@H](C[C@H](C1)O)C(=O)NCC1=CC=C(C=C1)C1=C(N=CS1)C)C(C)(C)C (2S,4R)-1-[(2S)-2-(4-aminobutanamido)-3,3-dimethylbutanoyl]-4-hydroxy-N-{[4-(4-methyl-1,3-thiazol-5-yl)phenyl]methyl}pyrrolidine-2-carboxamide